CC1=CC(=CC(=N1)C(=O)OC)C#C[Si](C)(C)C Methyl 6-methyl-4-((trimethylsilyl)ethynyl)picolinate